OC1=C(C(=C2C(=CC(O2)C2=CC=CC=C2)C1=O)O)OC 5,7-dihydroxy-6-methoxy-2-phenyl-4H-1-benzofuran-4-one